1-[4-[6-(2-methyl-3,4-dihydro-2H-quinoline-1-carbonyl)-2-[[(2S)-1-methylpyrrolidin-2-yl]methoxy]pyrimidin-4-yl]piperazin-1-yl]prop-2-en-1-one CC1N(C2=CC=CC=C2CC1)C(=O)C1=CC(=NC(=N1)OC[C@H]1N(CCC1)C)N1CCN(CC1)C(C=C)=O